(3-((1R-3R)-3-(Dimethylamino)cyclobutyl)-1,2,3-oxadiazol-3-ium-5-yl)((3-(2-phenyl-acetamido)-5-(trifluoromethyl)phenyl)-carbamoyl)amide CN(C1CC(C1)[N+]1=NOC(=C1)[N-]C(NC1=CC(=CC(=C1)C(F)(F)F)NC(CC1=CC=CC=C1)=O)=O)C